C(C)(C)N(C1=CC2=C(C(=N1)CNC)CN(C2=O)C2=NC(=CC=C2)C2=NN=CN2C=2C=NC=CC2C)C 6-(isopropyl(methyl)amino)-4-((methylamino)methyl)-2-(6-(4-(4-methylpyridin-3-yl)-4H-1,2,4-triazol-3-yl)pyridin-2-yl)-2,3-dihydro-1H-pyrrolo[3,4-c]pyridin-1-one